6-(phthalimidomethyl)-6,11-dihydro-5H-dibenzo-[b,e]azepine C1(C=2C(C(N1CC1C3=C(CC4=C(N1)C=CC=C4)C=CC=C3)=O)=CC=CC2)=O